5-(ethyl-(tetrahydro-2H-pyran-4-yl)amino)-6-methyl-2-(1-methyl-1H-imidazol-4-yl)indolizine-7-carbonitrile C(C)N(C=1N2C=C(C=C2C=C(C1C)C#N)C=1N=CN(C1)C)C1CCOCC1